6-[[4-[[(1S)-2-hydroxy-1-phenyl-ethyl]amino]-5-(1H-triazol-5-yl)pyrimidin-2-yl]amino]-3,4-dihydro-1H-quinolin-2-one OC[C@H](C1=CC=CC=C1)NC1=NC(=NC=C1C1=CN=NN1)NC=1C=C2CCC(NC2=CC1)=O